6-chloro-8-fluoro-2-(2-methyl-1,2,3,4-tetrahydroisoquinolin-5-yl)quinoline-3-carbonitrile ClC=1C=C2C=C(C(=NC2=C(C1)F)C1=C2CCN(CC2=CC=C1)C)C#N